C1=CC(=CC(=C1)SSC2=CC=CC(=C2)F)F 3,3'-difluoro diphenyl disulfide